tert-butyl ((1-oxo-6-(4,4,5,5-tetramethyl-1,3,2-dioxaborolan-2-yl)-1,2-dihydroisoquinolin-4-yl)methyl)carbamate O=C1NC=C(C2=CC(=CC=C12)B1OC(C(O1)(C)C)(C)C)CNC(OC(C)(C)C)=O